4-bromo-5-methyl-1-[4-(trifluoromethoxy) phenyl]pyrazoleBenzyl (trans-4-{[(E)-(dimethylamino)methylidene]carbamoyl}cyclohexyl)carbamate CN(C)\C=N\C(=O)[C@@H]1CC[C@H](CC1)NC(OCC1=CC=CC=C1C1=NN(C(=C1Br)C)C1=CC=C(C=C1)OC(F)(F)F)=O